Cl.N1(N=CC2=CC=CC=C12)C=1C(=NC=CC1)[C@H](CC1=C(C=CC(=N1)C(=O)N)F)N (S)-6-{2-[3-(1H-indazol-1-yl)pyridine-2-yl]-2-aminoethyl}-5-fluoropyridine-2-carboxamide hydrochloride